2-bromo-5-chloro-1-[2-(trifluoromethyl)cyclopropyl]-1H-imidazole-4-carboxylic acid BrC=1N(C(=C(N1)C(=O)O)Cl)C1C(C1)C(F)(F)F